FC(OC=1C=CC(=C(C1)O)[N+](=O)[O-])F 5-(difluoromethoxy)-2-nitrophenol